(1r,2s)-2-(3-{[1-(2-hydroxyethyl)-3-methoxy-1H-pyrazol-4-yl]amino}-1H-indazol-6-yl)-5'-methoxyspiro[cyclopropan-1,3'-indol]-2'(1'H)-one OCCN1N=C(C(=C1)NC1=NNC2=CC(=CC=C12)[C@@H]1C[C@@]12C(NC1=CC=C(C=C21)OC)=O)OC